ClC1=CC(=C(C=2CCOC21)C(CO)O)I 1-(7-chloro-5-iodo-2,3-dihydrobenzofuran-4-yl)ethane-1,2-diol